2,3-Dichloro-5,6,7,8-tetrafluoroquinoxaline ClC1=NC2=C(C(=C(C(=C2N=C1Cl)F)F)F)F